1-methyl-ethylbenzeneacetaldehyde CC(C)C1=C(C=CC=C1)CC=O